CC(C(=O)O)(CN1C(CCC1)=O)C 2,2-dimethyl-3-(2-oxopyrrolidin-1-yl)propionic acid